(1S,5S,6R)-5-amino-6-(3-bromo-5-chloro-7-((thiophen-2-ylmethyl)amino)thieno[3,2-b]pyridin-2-yl)cyclohex-2-en-1-ol trifluoroacetate FC(C(=O)O)(F)F.N[C@H]1CC=C[C@@H]([C@@H]1C1=C(C2=NC(=CC(=C2S1)NCC=1SC=CC1)Cl)Br)O